NC1=NC(=CC(=N1)N1CCC2(C[C@H](NC2)C(=O)OCC)CC1)O[C@@H](C(F)(F)F)C1=C(C=C(C=C1)C1=CC=C(C=C1)OCC(C)C)N1N=C(C=C1)C (S)-ethyl 8-(2-amino-6-((R)-2,2,2-trifluoro-1-(4'-isobutoxy-3-(3-methyl-1H-pyrazol-1-yl)-[1,1'-biphenyl]-4-yl)ethoxy)pyrimidin-4-yl)-2,8-diazaspiro[4.5]decane-3-carboxylate